3-salicylamido-1,2,4-triazole C(C=1C(O)=CC=CC1)(=O)NC1=NNC=N1